(2R,4R)-N-((S)-1-(((6-Carbamimidoylpyridin-3-yl)methyl)amino)-1-oxopropan-2-yl)-4-phenylpyrrolidine-2-carboxamide di-trifluoroacetate salt FC(C(=O)O)(F)F.FC(C(=O)O)(F)F.C(N)(=N)C1=CC=C(C=N1)CNC([C@H](C)NC(=O)[C@@H]1NC[C@H](C1)C1=CC=CC=C1)=O